3-(2-nitrobenzyloxy)-N-(pyridin-3-yl)thiophene-2-carboxamide ethyl-4-(4-bromonaphthalene-1-sulfonylamino)-piperidine-1-carboxylate C(C)OC(=O)N1CCC(CC1)NS(=O)(=O)C1=CC=C(C2=CC=CC=C12)Br.[N+](=O)([O-])C1=C(COC2=C(SC=C2)C(=O)NC=2C=NC=CC2)C=CC=C1